ClC=1C=C(C=C(C1)OCCC)C=1C(N(C=C(C1)C=1C(=NC(=NC1)OC)OC)C=1C=NC=CC1)=O 3-(3-Chloro-5-propoxyphenyl)-5-(2,4-dimethoxypyrimidin-5-yl)-2H-[1,3'-bipyridin]-2-one